C1(CC1)C(=O)NC1=CC(=C(OCC2N(CC2)C(=O)OC(C)(C)C)C=C1)C=1C(=NOC1C)C tert-butyl 2-[[4-(cyclopropanecarbonylamino)-2-(3,5-dimethylisoxazol-4-yl)phenoxy]methyl]azetidine-1-carboxylate